[Bi].[Mo].[Nb].[Ni].[V] vanadium nickel niobium molybdenum bismuth